5-(dimethylsulfamoyl)-4-(8,8,8-trifluorooctylamino)benzoic acid CN(S(=O)(=O)C=1C(=CC=C(C(=O)O)C1)NCCCCCCCC(F)(F)F)C